C[C@H]1CC[C@@H](N(C1)C(=O)OC(C)(C)C)C=1C=CC2=C(N=C(S2)C2=CCN(CCC2)C)C1 (2R,5S)-tert-butyl 5-methyl-2-(2-(1-methyl-2,5,6,7-tetrahydro-1H-azepin-4-yl)benzo[d]thiazol-5-yl)piperidine-1-carboxylate